C1=NC=C(C2=CC=CC=C12)N1C(N(C[C@@H]1C#N)C=1C=NC(=CC1)OC)=O |r| Racemic-3-(isoquinolin-4-yl)-1-(6-methoxypyridin-3-yl)-2-oxoimidazoline-4-carbonitrile